N[C@@H](CC(=O)[O-])C(=O)[O-] trans-aspartate